Alpha-fucose O[C@H]1[C@@H](O)[C@H](O)[C@H](O)[C@@H](O1)C